N-[[3-fluoro-4-[5-(trifluoromethyl)-1,2,4-oxadiazol-3-yl]phenyl]methyl]-2-methoxyethanesulfonamide FC=1C=C(C=CC1C1=NOC(=N1)C(F)(F)F)CNS(=O)(=O)CCOC